C(C)(=O)N[C@@H](C=O)[C@@H](O)[C@H](O[C@H]1[C@H](O)[C@@H](O)C=C(O1)C(=O)O)[C@H](O)CO 2-acetamido-2-deoxy-4-O-(4-deoxy-α-L-threo-hex-4-enopyranosyluronic acid)-D-glucose